5,6-bis(diethylamino)-2,3-dihydro-1H-inden-1-one C(C)N(C=1C=C2CCC(C2=CC1N(CC)CC)=O)CC